2-((1s,2r)-1-(5-carbamoyl-1H-pyrazol-1-yl)-1-(2-chlorophenyl)propan-2-yl)-5-hydroxy-N-(isoxazol-4-yl)-1-methyl-6-oxo-1,6-dihydropyrimidine-4-carboxamide C(N)(=O)C1=CC=NN1[C@@H]([C@@H](C)C=1N(C(C(=C(N1)C(=O)NC=1C=NOC1)O)=O)C)C1=C(C=CC=C1)Cl